BrC=1C=C2C(=NC1)NC=C2CC 1-(5-bromo-1H-pyrrolo[2,3-b]pyridin-3-yl)ethan